P(=O)(O)(O)OC[C@@H]1[C@H]([C@]([C@@H](O1)N1C=NC=2C(=O)NC(N)=NC12)(O)Cl)O 2'-chloro-guanosine monophosphate